C1(=CC=CC=C1)CCC(C(=O)OC[C@@]12C=CCN2CC2(C1)C(C2)(F)F)(CCC)C ((7a's)-2,2-difluoro-1'H,3'H-spiro[cyclopropane-1,2'-pyrrolizine]-7a'(5'H)-yl)methanol 2-Phenylethyl-Methylvalerate